C(C)S(=O)(=O)N1CC(CC1)C=1N(C2=CC=CC(=C2C1C1=CC=C(C(=O)O)C=C1)O)C1=CC=C(C=C1)F 4-[2-(1-ethylsulfonylpyrrolidin-3-yl)-1-(4-fluorophenyl)-4-hydroxy-indol-3-yl]benzoic acid